CC1=C(SC=C1)C=O 3-methyl-2-thiophenecarboxaldehyde